ClC1=NC(=CC=C1C(=O)NS(=O)(=O)C1=CC=CC(=N1)NCCC[C@H]1CC(N(C1)C(=O)OC(C)(C)C)(C)C)N1N=C(C=C1)OCCC(C1CC1)C1CC1 tert-butyl (4S)-4-[3-[[6-[[2-chloro-6-[3-(3,3-dicyclopropylpropoxy)pyrazol-1-yl]pyridine-3-carbonyl] sulfamoyl]-2-pyridyl]amino]propyl]-2,2-dimethyl-pyrrolidine-1-carboxylate